COC=1C=C(C=CC1OC)C1=C(NC2=CN=C(C=C21)C2CCN(CC2)C(CN2CCCC2)=O)C 1-(4-(3-(3,4-dimethoxyphenyl)-2-methyl-1H-pyrrolo[2,3-c]pyridin-5-yl)piperidin-1-yl)-2-(pyrrolidin-1-yl)ethan-1-one